tert-butyl (4-(4-acetyl-3-nitrophenoxy)-3-methylphenyl)carbamate C(C)(=O)C1=C(C=C(OC2=C(C=C(C=C2)NC(OC(C)(C)C)=O)C)C=C1)[N+](=O)[O-]